C1(=CC=CC=C1)N(C1=CC=C(C=C1)C1=C(SC=C1)C=O)C1=CC=CC=C1 (4-(diphenylamino)phenyl)thiophene-2-aldehyde